ClC1=CC=C(C(=N1)C=1N=NN(N1)C)NC(C)C=1C=C(C=C2C(N(C=3N(C12)C=NC3)C)=O)C 9-(1-((6-chloro-2-(2-methyl-2H-tetrazol-5-yl)pyridin-3-yl)amino)ethyl)-4,7-dimethylimidazo[1,5-a]quinazolin-5(4H)-one